(R)-β-phenylalanine N[C@@H](C1=CC=CC=C1)CC(=O)O